N-(2-cyclopropyl-isoindolin-4-yl)-1-isopropyl-1H-imidazole-2-sulfonamide C1(CC1)N1CC2=CC=CC(=C2C1)NS(=O)(=O)C=1N(C=CN1)C(C)C